6-fluoro-2-methyl-3-(trifluoromethyl)benzoic acid ethyl ester C(C)OC(C1=C(C(=CC=C1F)C(F)(F)F)C)=O